S1C=C(C=C1)C1=CC=C(C#N)C=C1 4-(3-thienyl)benzonitrile